C(N)(=O)C1CN(CCC1)C=1OC2=C(C=C(C=C2C(C1)=O)C)C(C)NC1=C(C(=O)O)C=CC=C1 2-((1-(2-(3-carbamoylpiperidin-1-yl)-6-methyl-4-oxo-4H-chromen-8-yl)ethyl)amino)benzoic acid